[N+](=O)([O-])C1=C(N)C=CC=C1F 2-nitro-3-fluoroaniline